(1R,4R,5S)-4-((3-(4-amino-2-methylpyrido[3,2-d]pyrimidin-6-yl)phenyl)ethynyl)-4-hydroxy-2-methyl-2-azabicyclo[3.1.0]hexan-3-one NC=1C2=C(N=C(N1)C)C=CC(=N2)C=2C=C(C=CC2)C#C[C@]2(C(N([C@@H]1C[C@H]21)C)=O)O